O=C1N(CCC(N1)=O)C=1C=C(CN2CCC(CC2)C=2SC3=C(N2)C=C(C(=C3)NC(C3=CN=C(C=C3)C(F)(F)F)=O)C(C)(C)O)C=CC1 N-(2-(1-(3-(2,4-dioxotetrahydropyrimidin-1(2H)-yl)benzyl)piperidin-4-yl)-5-(2-hydroxypropan-2-yl)benzo[d]thiazol-6-yl)-6-(trifluoromethyl)nicotinamide